6-chloro-4-(2,3-dimethoxyphenylamino)nicotinamide ClC1=NC=C(C(=O)N)C(=C1)NC1=C(C(=CC=C1)OC)OC